(S)-5-(3-fluoro-4-(2-(trifluoromethyl)pyrrolidin-1-yl)phenyl)-1,3,4-thiadiazol-2-amine FC=1C=C(C=CC1N1[C@@H](CCC1)C(F)(F)F)C1=NN=C(S1)N